4-[(5,7-difluoro-3,4-dihydro-2H-chromen-4-yl)oxy]-N,N,2-trimethyl-1-[(4-tolyl)sulfonyl]-1H-benzimidazole-6-carboxamide FC1=C2C(CCOC2=CC(=C1)F)OC1=CC(=CC=2N(C(=NC21)C)S(=O)(=O)C2=CC=C(C=C2)C)C(=O)N(C)C